NC1=CC=C(C=N1)C=CC(=O)N 3-(6-aminopyridin-3-yl)acrylamide